(6S)-6-(hydroxymethyl)-3-methylpiperidin-3-ol OC[C@@H]1CCC(CN1)(O)C